[N+](=O)(OC(C)CCC)[O-] 2-pentyl nitrate